[Na+].FC1=CC=C(OC2=C(N=NN2)C(=O)[O-])C=C1 5-(4-fluorophenoxy)-1H-1,2,3-triazole-4-carboxylic acid sodium salt